O=S1(CCN(CC1)C(=O)NNC(NC1=NC2=C(N1)C(=CC=C2)OC)=S)=O 2-(1,1-dioxidothiomorpholine-4-carbonyl)-N-(7-methoxy-1H-benzo[d]imidazol-2-yl)hydrazine-1-carbothioamide